ClC1=C(C(=O)NC2=CC=C3C=C(NC3=C2)C(=O)OC)C=C(C=C1)CNC(C(C)C)=O methyl 6-(2-chloro-5-(isobutyrylaminomethyl) benzoylamino)-1H-indole-2-carboxylate